methyl (R)-2-amino-3-(3-methoxy-4-methylphenyl)propanoate N[C@@H](C(=O)OC)CC1=CC(=C(C=C1)C)OC